C(C)(=O)NCC(=O)N[C@H](C(=O)OC(C)(C)C)CCC(C=[N+]=[N-])=O tert-Butyl (S)-2-(2-acetamidoacetamido)-6-diazo-5-oxohexanoate